FC=1C=NC(=NC1)OCC1=CC(=C(C=C1)C1=NOC(=N1)C(F)(F)F)F 5-fluoro-2-({3-fluoro-4-[5-(trifluoromethyl)-1,2,4-oxadiazol-3-yl]phenyl}methoxy)pyrimidine